[OH-].[Mg+2].O.[OH-] water magnesium hydroxide